5-[1-(2-fluoro-6-methyl-phenyl)-piperidin-4-yl]-2-(2-nitro-cyclohexyl)-7-(2-trifluoromethyl-benzyl)-2,4,5,7-tetrahydro-pyrazolo[3,4-d]pyrimidin-6-one FC1=C(C(=CC=C1)C)N1CCC(CC1)N1C(N(C=2C(C1)=CN(N2)C2C(CCCC2)[N+](=O)[O-])CC2=C(C=CC=C2)C(F)(F)F)=O